2-(4-oxoquinazolin-3(4H)-yl)-N'-(2,4-dichlorophenyl)acetohydrazide O=C1N(C=NC2=CC=CC=C12)CC(=O)NNC1=C(C=C(C=C1)Cl)Cl